N-(3-methylbenzyl)maleimide CC=1C=C(CN2C(C=CC2=O)=O)C=CC1